BrC1=CC(=C2C(N(C=NN21)CC(=O)O)=O)C2=CC(=CC=C2)Cl 2-[7-bromo-5-(3-chlorophenyl)-4-oxo-pyrrolo[2,1-f][1,2,4]triazin-3-yl]acetic acid